COC=1C=C(C[C@H](N)C(=O)O)C=CC1 3-methoxy-phenylalanine